CN1N=CC(=C(C1=O)C)N[C@@H]1C[C@@H](CN(C1)C)C1=CC=C(C=C1)CN1C2(CC2)CN(CC1)C=1C=C(C=CC1)C1C(NC(CC1)=O)=O 3-[3-[4-[[4-[(3R,5R)-5-[(1,5-dimethyl-6-oxo-pyridazin-4-yl)amino]-1-methyl-3-piperidyl]phenyl]methyl]-4,7-diazaspiro[2.5]octan-7-yl]phenyl]piperidine-2,6-dione